3-[5-[9-(hydroxymethyl)-3-azaspiro[5.5]undecan-3-yl]-1-oxo-isoindolin-2-yl]piperidine-2,6-dione OCC1CCC2(CCN(CC2)C=2C=C3CN(C(C3=CC2)=O)C2C(NC(CC2)=O)=O)CC1